1-butyl-4-methylpyridinium chloride [Cl-].C(CCC)[N+]1=CC=C(C=C1)C